isopropyl (2S)-6-diazo-2-(hexahydro-1H-cyclopenta[c]furan-1-carboxamido)-5-oxohexanoate [N+](=[N-])=CC(CC[C@@H](C(=O)OC(C)C)NC(=O)C1OCC2C1CCC2)=O